(4-(6-hydroxy-2-phenyl-1,2,3,4-tetrahydronaphthalen-1-yl)phenyl)piperidine-1-carboxylic acid tert-butyl ester C(C)(C)(C)OC(=O)N1C(CCCC1)C1=CC=C(C=C1)C1C(CCC2=CC(=CC=C12)O)C1=CC=CC=C1